[Cl-].C(CCCCCCC)[N+](C)(C)C octyltrimethyl-ammonium chloride